CNC(=O)C1=CC=C(C(=N1)C)N1CCN(CC1)CC=1C=CC=2C3=C(C(NC2C1F)=O)COC3 7-((4-(6-methylcarbamoyl-2-methylpyridin-3-yl)piperazin-1-yl)methyl)-6-fluoro-3,5-dihydrofuro[3,4-c]quinolin-4(1H)-one